C(C)(=O)[C@]1([C@H]([C@H](O)O[C@@H]([C@@]1(O)C(C)=O)C(O)C(C)=O)O)O 3,4,6-triacetyl-beta-D-galactopyranose